(R)-benzyl 3-((tert-butoxycarbonyl) amino)-4-(5-(4-(4-chlorophenoxy) phenyl)-1,3,4-oxadiazol-2-yl)butanoate C(C)(C)(C)OC(=O)N[C@@H](CC(=O)OCC1=CC=CC=C1)CC=1OC(=NN1)C1=CC=C(C=C1)OC1=CC=C(C=C1)Cl